2'-bromo-2-chlorobiphenyl BrC1=C(C=CC=C1)C1=C(C=CC=C1)Cl